4-(benzyloxy)-3-((tert-butyldimethylsilyl)oxy)benzaldehyde C(C1=CC=CC=C1)OC1=C(C=C(C=O)C=C1)O[Si](C)(C)C(C)(C)C